NC1=C2C(=NC=N1)N(N=C2C2=C(C=C(C=C2)OC2=CC=CC=C2)F)CC2CN(C2)C(=O)OC(C)(C)C tert-Butyl 3-[[4-amino-3-(2-fluoro-4-phenoxy-phenyl)pyrazolo[3,4-d]pyrimidin-1-yl]methyl]azetidine-1-carboxylate